6-((R)-1-hydroxy-2-((3aS,5S,6aR)-3a-hydroxy-5-phenoxyhexahydrocyclopenta[c]pyrrol-2(1H)-yl)ethyl)-1,4-dihydro-2H-benzo[d][1,3]thiazin-2-one O[C@@H](CN1C[C@@H]2[C@](C1)(C[C@H](C2)OC2=CC=CC=C2)O)C2=CC1=C(NC(SC1)=O)C=C2